N-acetyl-neuraminic acid-1,2,3-13C3 C(C)(=O)N[C@@H]1[C@H]([13CH2][13C]([13C](O)=O)(O)O[C@H]1[C@H](O)[C@H](O)CO)O